C(C)(=O)N1CC2=C(C=CC(=C2CC1)CC(C(=O)OC)N)C1=C(C=CC=C1OC)OC methyl 3-(2-acetyl-8-(2,6-dimethoxyphenyl)-1,2,3,4-tetrahydroisoquinolin-5-yl)-2-aminopropionate